(l)-2-(4-nitrobenzoyl)-5-bromo-1,2,3,4-tetrahydroisoquinoline [N+](=O)([O-])C1=CC=C(C(=O)N2CC3=CC=CC(=C3CC2)Br)C=C1